2-((S)-1-[1,4]Dioxan-2-ylmethoxy)-9-(tetrahydro-pyran-2-ylmethoxy)-6,7-dihydro-pyrimido[6,1-a]isoquinolin-4-one O1[C@@H](COCC1)COC1=NC(N2C(C3=CC=C(C=C3CC2)OCC2OCCCC2)=C1)=O